N1(C=CC2=CC=CC=C12)CCCC(=O)O 1-IndoleButyric Acid